N-toluylcarbamate C1(=C(C=CC=C1)NC([O-])=O)C